2-((6-chloro-5-(4'-((((2S,3R,4R,5R)-2,3,4,5,6-pentahydroxyhexyl)amino)methyl)-[1,1'-biphenyl]-4-yl)-1H-imidazo[4,5-b]pyridin-2-yl)thio)acetic acid ClC=1C=C2C(=NC1C1=CC=C(C=C1)C1=CC=C(C=C1)CNC[C@@H]([C@H]([C@@H]([C@@H](CO)O)O)O)O)N=C(N2)SCC(=O)O